(S)-3-ethyl-6-((1-phenylethyl)amino)pyrimidine-2,4(1h,3h)-dione C(C)N1C(NC(=CC1=O)N[C@@H](C)C1=CC=CC=C1)=O